ClC=1C=C(C=CC1Cl)NC1N(C(=NC(=N1)N)N1CCOCC1)C1=CC(=C(C=C1)C)C N-(3,4-Dichlorophenyl)-N1-(3,4-dimethylphenyl)-6-morpholin-4-yl-[1,3,5]triazine-2,4-diamine